C(CCN(N=C(N)N)N=C(N)N)CNCCCN diguanidinospermidine